5-(benzyloxy)-2-(difluoromethyl)-N-(2-hydroxy-2-methylpropyl)-1-benzothiophene-3-carboxamide C(C1=CC=CC=C1)OC=1C=CC2=C(C(=C(S2)C(F)F)C(=O)NCC(C)(C)O)C1